3,5-dimethyl-4-(4,4,5,5-tetramethyl-1,3,2-dioxaborolan-2-yl)-1-(tricyclo[3.3.1.13,7]dec-1-ylmethyl)-1H-pyrazole CC1=NN(C(=C1B1OC(C(O1)(C)C)(C)C)C)CC12CC3CC(CC(C1)C3)C2